FCCCN1CC(C1)NC=1C=C(C(=NC1)[C@H]1N([C@@H](CC2=C3C(=CC=C12)N=CO3)C)CC(F)(F)F)OC (6S,8R)-6-(5-((1-(3-Fluoropropyl)azetidin-3-yl)amino)-3-methoxypyridin-2-yl)-8-Methyl-7-(2,2,2-trifluoroethyl)-6,7,8,9-tetrahydrooxazolo[5,4-f]isoquinoline